C(C)(C)(C)[Si](C)(C)OC1=CC(=C(C=C1)Cl)[N+](=O)[O-] tert-butyl-(4-chloro-3-nitro-phenoxy)-dimethyl-silane